CN(CCNCC1CN(CCO1)S(=O)(=O)C)C N1,N1-dimethyl-N2-((4-(methylsulfonyl)morpholin-2-yl)methyl)ethane-1,2-diamine